N-Methyl-N-(thiophen-2-ylmethyl)-8-(4-(hydroxymethyl)phenyl)-9H-purin-6-amine CN(C1=C2N=C(NC2=NC=N1)C1=CC=C(C=C1)CO)CC=1SC=CC1